(R)-N-(1-(3-(difluoromethyl)-2-fluorophenyl)ethyl)-6-methoxy-2-methyl-7-(1-methyl-1H-pyrazol-4-yl)quinazolin-4-amine FC(C=1C(=C(C=CC1)[C@@H](C)NC1=NC(=NC2=CC(=C(C=C12)OC)C=1C=NN(C1)C)C)F)F